Cis-5-benzyl-3a-methyl-hexahydropyrrolo[3,4-c]pyrrole-2(1H)-carboxylic acid tert-butyl ester C(C)(C)(C)OC(=O)N1C[C@@H]2CN(C[C@@]2(C1)C)CC1=CC=CC=C1